S(C)(=O)(=O)O.NC1=CC=C(C=C1)C1=NC(=C2N=C(N(C2=N1)C)CN(C1=NC=C(C=N1)C(=O)NO)C)N1CCOCC1 2-[[[2-(4-aminophenyl)-9-methyl-6-(4-morpholinyl)-9H-purin-8-yl]methyl]methylamino]-N-hydroxy-5-pyrimidinecarboxamide mesylate